[4-(4-methylphenyl)-5,6,7,8-tetrahydroquinolin-8-yl]methylamine dihydrochloride Cl.Cl.CC1=CC=C(C=C1)C1=CC=NC=2C(CCCC12)CN